FC1=CC=C(C=C1)CCN1C=NC2=C(NC=3C=CC=CC23)C1=O 3-[2-(4-Fluorophenyl)ethyl]-3,5-dihydro-4H-pyrimido[5,4-b]indol-4-one